NC=1N(N=C2C1[C@@H](N(CC2)C(=O)OC(C)(C)C)C)C2=CC(=C(C(=C2)C)F)C tert-butyl (S)-3-amino-2-(4-fluoro-3,5-dimethylphenyl)-4-methyl-2,4,6,7-tetrahydro-5H-pyrazolo[4,3-c]pyridine-5-carboxylate